heptafluoropropan FC(C(C(F)(F)F)(F)F)F